C(#N)C=1C(=C2C(=NC1)NC=C2)N[C@@H]2CN(C[C@@H]2CC)C(=O)NC(C)C (cis)-3-((5-cyano-1H-pyrrolo[2,3-b]pyridin-4-yl)amino)-4-ethyl-N-isopropylpyrrolidine-1-carboxamide